3-(4-hydroxyphenyl)-3-(piperazin-1-yl)-7-(trifluoromethyl)indolin-2-one OC1=CC=C(C=C1)C1(C(NC2=C(C=CC=C12)C(F)(F)F)=O)N1CCNCC1